2',4',6'-trifluoro-[1,1'-biphenyl]-3-amine FC1=C(C(=CC(=C1)F)F)C1=CC(=CC=C1)N